tris(pentafluorophenyl)boronic acid FC1=C(C(=C(C(=C1OB(OC1=C(C(=C(C(=C1F)F)F)F)F)C1=C(C(=C(C(=C1F)F)F)F)F)F)F)F)F